NCC1(CCN(CC1)C=1N=CC(=NC1)SC=1C(=C(C(=O)NS(=O)(=O)C2CC2)C=CC1)Cl)C 3-((5-(4-(Aminomethyl)-4-methylpiperidin-1-yl)pyrazin-2-yl)thio)-2-chloro-N-(cyclopropylsulfonyl)benzamide